C1=CC=CC=2C3=CC=CC=C3C(C12)COC(=O)N1CCN(CC1)CC=1C=C2CN(CC2=CC1)C(C1=C(C(=C(C=C1OS(=O)(=O)C1=CC=C(C)C=C1)OS(=O)(=O)C1=CC=C(C)C=C1)C)OCC1CCCCC1)=O.C1(=CC=CC2=CC=CC=C12)[Si](OC)(OC)OC Naphthyl-trimethoxysilane (9H-fluoren-9-yl)methyl-4-((2-(2-(cyclohexylmethoxy)-3-methyl-4,6-bis(tosyloxy)benzoyl)isoindolin-5-yl)methyl)piperazine-1-carboxylate